[(3S,8R,9R,10S)-9-(4-bromophenyl)-10-(hydroxymethyl)-6-[(4-methoxyphenyl)carbamoyl]-1,6-diazabicyclo[6.2.0]decan-3-yl] acetate C(C)(=O)O[C@@H]1CN2[C@@H]([C@@H]([C@@H]2CN(CC1)C(NC1=CC=C(C=C1)OC)=O)C1=CC=C(C=C1)Br)CO